ethyl 6-(3-(methoxymethyl)-3-methylazetidin-1-yl)quinoline-4-carboxylate COCC1(CN(C1)C=1C=C2C(=CC=NC2=CC1)C(=O)OCC)C